2-[[(1S)-1-(4-cyano-5-methyl-2-morpholino-8-quinolyl)ethyl]amino]benzoic acid C(#N)C1=CC(=NC2=C(C=CC(=C12)C)[C@H](C)NC1=C(C(=O)O)C=CC=C1)N1CCOCC1